ClC1=CC(=C(C=C1)[C@@]1(OC2=C(C=CC=C2C=C1)C1CCN(CC1)CC1=NC=2C(=NC(=CC2)C(=O)OC)N1C[C@H]1OCC1)C)OC([2H])([2H])[2H] Methyl 2-((4-((R)-2-(4-chloro-2-(methoxy-d3)phenyl)-2-methyl-2H-chromen-8-yl)piperidin-1-yl)methyl)-3-(((S)-oxetan-2-yl)methyl)-3H-imidazo[4,5-b]pyridine-5-carboxylate